tert-butyl 5-methyl-3-oxo-3',7'-bis(((trifluoromethyl)sulfonyl)oxy)-3H-dispiro[isobenzofuran-1,10'-dibenzo[b,e]siline-5',1''-silinane]-6-carboxylate CC=1C=C2C(OC3(C4=C(C=C(C=C4)OS(=O)(=O)C(F)(F)F)[Si]4(CCCCC4)C4=C3C=CC(=C4)OS(=O)(=O)C(F)(F)F)C2=CC1C(=O)OC(C)(C)C)=O